CC=1SC(=C(N1)C)C=1C=CC(N(N1)CC1CCN(CC1)C=1OC2=C(N1)C=CC(=C2)F)=O 6-(2,4-dimethylthiazol-5-yl)-2-((1-(6-fluorobenzo[d]oxazol-2-yl)piperidin-4-yl)methyl)pyridazin-3(2H)-one